5,6,7,8-tetrahydro-4H-pyrazolo[1,5-a][1,4]diazepine-2-carbonitrile N1=C(C=C2N1CCCNC2)C#N